ClC1=C(\C=N\O[C@H](C(=O)OC)C)C=C(C(=C1)F)N1C(N(C(N(C1=O)C)=S)C)=O methyl (2S)-2-({(E)-[2-chloro-5-(3,5-dimethyl-2,6-dioxo-4-sulfanylidene-1,3,5-triazinan-1-yl)-4-fluorobenzylidene] amino} oxy)propanoate